hydroxybenzoquinoline C1=CC=C2C(=C1)C=CC3=C2NC(=O)C=C3